4-(6-(3-ethoxy-4-(methylthio)phenyl)pyridin-2-yl)-1,2-oxaborol-2-ol C(C)OC=1C=C(C=CC1SC)C1=CC=CC(=N1)C=1CB(OC1)O